S1(NC=NC2=C1C=CC=C2)=O 1,2,4-benzothiadiazine-1-oxide